NCC=1C=CC(=NC1)C1=C(C=C(C#N)C=C1)OC=1N(N=C(C1)C(F)F)C 4-[5-(aminomethyl)pyridin-2-yl]-3-[5-(difluoromethyl)-2-methylpyrazol-3-yl]oxybenzonitrile